4-[(1S,4R,5R)-5-{[5-cyclopropyl-3-(2,6-dichlorophenyl)-1,2-oxazol-4-yl]methoxy}-3-oxo-2-azabicyclo[2.2.1]heptan-2-yl]-2-fluoro-N-[(oxan-4-yl)methanesulfonyl]benzamide C1(CC1)C1=C(C(=NO1)C1=C(C=CC=C1Cl)Cl)CO[C@H]1[C@@H]2C(N([C@H](C1)C2)C2=CC(=C(C(=O)NS(=O)(=O)CC1CCOCC1)C=C2)F)=O